5-((6-Methoxy-2-methyl-4-(((R)-1-(4-(2-((methylamino)methyl)phenyl)thiophen-2-yl)ethyl)amino)quinazolin-7-yl)oxy)pentyl 2-((3r,5r,7r)-adamantan-1-yl)acetate C12(CC3CC(CC(C1)C3)C2)CC(=O)OCCCCCOC2=C(C=C3C(=NC(=NC3=C2)C)N[C@H](C)C=2SC=C(C2)C2=C(C=CC=C2)CNC)OC